The molecule is a 3-oxo-fatty acyl CoA(4-) obtained by deprotonation of phosphate and diphosphate OH groups of (7Z)-3-oxohexadecenoyl-CoA; major species at pH 7.3. It is a 3-oxo-fatty acyl-CoA(4-), a long-chain fatty acyl-CoA(4-) and a monounsaturated fatty acyl-CoA(4-). It is a conjugate base of a (7Z)-3-oxohexadecenoyl-CoA. CCCCCCCC/C=C\\CCCC(=O)CC(=O)SCCNC(=O)CCNC(=O)[C@@H](C(C)(C)COP(=O)([O-])OP(=O)([O-])OC[C@@H]1[C@H]([C@H]([C@@H](O1)N2C=NC3=C(N=CN=C32)N)O)OP(=O)([O-])[O-])O